C12C(CC(CC1)C2)=C2CC(=C(C=C2)O)C=2C(=CC=CC2)O 4'-(bicyclo[2.2.1]heptylidene)biphenol